1-((4-(Chloromethyl)phenyl)carbonyl)pyrrolidin-2-on ClCC1=CC=C(C=C1)C(=O)N1C(CCC1)=O